6-(4-((1H-indazol-5-yl)amino)-6-(2-(dimethyl-amino)ethoxy)pyrimidin-2-yl)-N-(pyridazin-4-yl)benzo[b]thiophene-2-carboxamide N1N=CC2=CC(=CC=C12)NC1=NC(=NC(=C1)OCCN(C)C)C=1C=CC2=C(SC(=C2)C(=O)NC2=CN=NC=C2)C1